ClC1=C(C=CC=C1F)C=1C(=CN(C1)C)C#N 4-(2-chloro-3-fluorophenyl)-1-methyl-pyrrole-3-carbonitrile